C(C)(C)(C)OC(NCCN1C(CN(CC1)C=1N=NC(=CC1)OCC1=C(N=NN1C1=CC=C(C=C1)C(F)F)C)=O)=O tert-butyl(2-(4-(6-((1-(4-(difluoromethyl)phenyl)-4-methyl-1H-1,2,3-triazol-5-yl)methoxy)pyridazin-3-yl)-2-oxopiperazin-1-yl)ethyl)carbamate